4-(4-bromophenyl)-2-methylpiperazine BrC1=CC=C(C=C1)N1CC(NCC1)C